ClC1=C(C=CC=C1NC1=CC(=NC=C1)C(F)(F)F)[C@@]1(CC(N(C(N1)=N)C1CC(C1)(C)O)=O)C (6S)-6-(2-Chloro-3-{[2-(trifluoromethyl)pyridin-4-yl]amino}phenyl)-3-(3-hydroxy-3-methylcyclobutyl)-2-imino-6-methylhexahydropyrimidin-4-one